COC1=C(C(=CC=C1)OC)C1C=CNN1 5-(2,6-dimethoxyphenyl)-pyrazoline